C[C@@H]1O[C@@H](CN([C@@H]1CNC1=NC=C(C=C1)C(F)(F)F)C(=O)C=1C(=NN(C1)C)C1=NC=C(C=N1)F)C ((2S,3R,6R)-2,6-Dimethyl-3-(((5-(trifluoromethyl)pyridin-2-yl)amino)methyl)morpholino)(3-(5-fluoropyrimidin-2-yl)-1-methyl-1H-pyrazol-4-yl)methanone